6-(methanesulfonyl)-N-methyl-2-(5-methyl-3-phenyl-1H-pyrazol-1-yl)pyridine-3-sulfonamide CS(=O)(=O)C1=CC=C(C(=N1)N1N=C(C=C1C)C1=CC=CC=C1)S(=O)(=O)NC